ClC1=CC2=C(C=N1)C(=NN2C=2C(=CC1=C(SCCN1)C2)OC)C(=O)OC Methyl 6-chloro-1-(6-methoxy-3,4-dihydro-2H-benzo[b][1,4]thiazin-7-yl)-1H-pyrazolo[4,3-c]pyridine-3-carboxylate